N-(4-{4-[2-amino-4-(4,4-difluoropiperidin-1-yl)-5-fluoro-1,3-benzothiazol-6-yl]-1H-1,2,3-triazol-1-yl}-3-{6-azaspiro[2.5]octan-6-yl}phenyl)-2-hydroxyethane-1-sulfonamide NC=1SC2=C(N1)C(=C(C(=C2)C=2N=NN(C2)C2=C(C=C(C=C2)NS(=O)(=O)CCO)N2CCC1(CC1)CC2)F)N2CCC(CC2)(F)F